C(#N)C=1C=CC2=C(N(C(=N2)NC(CC2C(C(C2)(F)F)(F)F)=O)C(C(F)(F)F)(C)C)C1 N-(6-cyano-1-(1,1,1-trifluoro-2-methylpropan-2-yl)-1H-benzo[d]imidazol-2-yl)-2-(2,2,3,3-tetrafluorocyclobutyl)acetamide